NC1=CC(=C(C=C1)S(=O)(=O)N1CCC(CC1)(C(=O)OCC)F)C1=CC(=CC=C1)OC ethyl 1-[4-amino-2-(3-methoxyphenyl)phenyl]sulfonyl-4-fluoro-piperidine-4-carboxylate